ClC1=CC=C(C=C1)C=1N=C2N(C=CC=C2)C1CN1C2CN(C(C1)CC2)C(=O)C2=C(C=CC(=C2)F)C (5-{[2-(4-chlorophenyl)imidazo[1,2-a]pyridin-3-yl]methyl}-2,5-diazabicyclo[2.2.2]oct-2-yl)(5-fluoro-2-methylphenyl)methanone